FC1N=CC2=CC=CC=C2C1 3-fluoro-3,4-dihydroisoquinoline